C[C@@]1(OC2=C(C(=C(C(=C2CC1)C)O)C)C)CCC[C@@H](CCCC(CCCC(C)C)C)C (2r)-2,5,7,8-tetramethyl-2-[(4r,Sr)-4,8,12-trimethyltridecyl]chroman-6-ol